(E)-N-((1r,4r)-4-(4-amino-3-(4-phenoxyphenyl)-1H-pyrazolo[3,4-d]pyrimidin-1-yl)cyclohexyl)-4-morpholinobut-2-enamide NC1=C2C(=NC=N1)N(N=C2C2=CC=C(C=C2)OC2=CC=CC=C2)C2CCC(CC2)NC(\C=C\CN2CCOCC2)=O